O.[Na].[Na].[Na].S(=O)(=O)=C1CC(=CC=C1)P(C=1CC(C=CC1)=S(=O)=O)C=1CC(C=CC1)=S(=O)=O tris(3-sulfonylphenyl)phosphorus trisodium salt hydrate